N1C(=CC=C1)C=O pyrrolyl-formaldehyde